2-((5-chloro-7-fluoro-8-methoxy-3,4-dihydroisoquinolin-1-yl)methyl)isoindoline-1,3-dione ClC1=C2CCN=C(C2=C(C(=C1)F)OC)CN1C(C2=CC=CC=C2C1=O)=O